C(C)C1C(N(C2=C(O1)C=C(C=C2)NC2=CC=C(C=C2)C2CCOCC2)C)=O 2-Ethyl-4-methyl-7-((4-(tetrahydro-2H-pyran-4-yl)phenyl)amino)-2H-benzo[b][1,4]oxazin-3(4H)-one